2-methyl-2-[5-[3-amino-5,5,7-trifluoro-2-oxo-1-[[4-(trifluoromethoxy)phenyl]methyl]-3,4-dihydro-1-benzazepin-8-yl]-1,3,4-oxadiazol-2-yl]propanenitrile CC(C#N)(C)C=1OC(=NN1)C1=CC2=C(C(CC(C(N2CC2=CC=C(C=C2)OC(F)(F)F)=O)N)(F)F)C=C1F